BrC1=CC(=C(CCNC(C(F)(F)F)=O)C=C1)C(F)(F)F N-(4-Bromo-2-(trifluoromethyl)phenethyl)-2,2,2-trifluoroacetamide